3-(4-aminopyrimidin-2-yl)cyclobutan-1-one NC1=NC(=NC=C1)C1CC(C1)=O